CC([Ti](C=[SiH2])(NC12CC3CC(CC(C1)C3)C2)C2(C(=C(C(=C2)C)C)C)C)C dimethylsilylene(tetramethylcyclopentadienyl)(adamantylamino)dimethyl-titanium